C[C@H]1N(CCOC1)C=1C2=C(N=C(N1)C1=C3C(=NC=C1)NC=C3)C(=CS2)CN2CCN(CC2)S(=O)(=O)C (R)-3-Methyl-4-(7-((4-(methylsulfonyl)piperazin-1-yl)methyl)-2-(1H-pyrrolo[2,3-b]pyridine-4-yl)thieno[3,2-d]pyrimidin-4-yl)morpholine